FC(C1=C(OCC2=C(C=C(C=C2)C2C=3C(NC(C2)=O)=NNC3)OC)C=CC(=C1)C(F)F)F 4-(4-{[2,4-bis(difluoromethyl)phenoxy]methyl}-3-methoxyphenyl)-2H,4H,5H,6H,7H-pyrazolo[3,4-b]pyridin-6-one